C[Si](O)(C)C=1C(=C(OC1)C=1OC=CC1)[Si](C)(C)O bis(dimethylhydroxysilyl)-2,2'-bifuran